3-((1-benzyl-5-(1-(4-(chloromethoxy)phenyl)-1H-pyrazol-4-yl)piperidin-3-yl)oxy)aniline C(C1=CC=CC=C1)N1CC(CC(C1)C=1C=NN(C1)C1=CC=C(C=C1)OCCl)OC=1C=C(N)C=CC1